FC1OC(OC1C)=O 4-fluoro-5-methyl-1,3-dioxolan-2-one